O=C1N(N=C(C=C1C(=O)NC[C@H](C(F)(F)F)O)C1=CC=C(C=C1)OC(F)(F)F)C=1C=NC=CC1 3-Oxo-2-(pyridin-3-yl)-N-[(2R)-3,3,3-trifluoro-2-hydroxypropyl]-6-[4-(trifluoromethoxy)-phenyl]-2,3-dihydropyridazine-4-carboxamide